chloro-1,1'-biphenyl-2-amine ClC1=C(C(=CC=C1)C1=CC=CC=C1)N